BrC(C(=O)C)(Br)Br 1,1,1-tribromoacetone